(R)-N-((4-(2-Amino-4-((1-hydroxy-2-methylhexan-2-yl)amino)pyrido[3,2-d]pyrimidin-7-yl)-6-oxo-1,6-dihydropyridin-3-yl)methyl)-N-methylbut-3-enamide NC=1N=C(C2=C(N1)C=C(C=N2)C=2C(=CNC(C2)=O)CN(C(CC=C)=O)C)N[C@@](CO)(CCCC)C